ClC1=CC(=C(C=C1)C1(OC(C2=C(O1)C=CC=C2)C=2CN(CC2)CC2=NC1=C(N2C[C@H]2OCC2)C=C(C=C1)C(=O)O)C)F 2-((3-(2-(4-chloro-2-fluorophenyl)-2-methylbenzo[d][1,3]dioxan-4-yl)-2,5-dihydro-1H-pyrrol-1-yl)methyl)-1-(((S)-oxetan-2-yl)methyl)-1H-benzo[d]imidazole-6-carboxylic acid